N-(5-((6-((R)-3-(3-cyanophenyl)isoxazolidine-2-yl)pyrimidine-4-yl)amino)-2-(4-(4-ethylpiperazine-1-yl)piperidine-1-yl)-4-methoxyphenyl)acrylamide C(#N)C=1C=C(C=CC1)[C@@H]1N(OCC1)C1=CC(=NC=N1)NC=1C(=CC(=C(C1)NC(C=C)=O)N1CCC(CC1)N1CCN(CC1)CC)OC